COC=1C=C(C=CC1OC)C1=CC=NC=2N1N=C(C2)C(=O)N2CC1=CC(=CC=C1CC2)C(=O)N2CCOCC2 (7-(3,4-dimethoxyphenyl)pyrazolo[1,5-a]pyrimidin-2-yl)(7-(morpholine-4-carbonyl)-3,4-dihydroisoquinolin-2(1H)-yl)methanone